1-tert-butyl-3-{3-[(4-fluorophenyl)methoxy]-4-nitrophenyl}-5-{[5-(trifluoromethyl)pyrazin-2-yl]amino}-1H-pyrazole-4-carboxamide C(C)(C)(C)N1N=C(C(=C1NC1=NC=C(N=C1)C(F)(F)F)C(=O)N)C1=CC(=C(C=C1)[N+](=O)[O-])OCC1=CC=C(C=C1)F